ethyl 2-{[(tert-butoxy)carbonyl](methyl)amino}-5-(prop-2-en-1-yl)-1,3-thiazole-4-carboxylate C(C)(C)(C)OC(=O)N(C=1SC(=C(N1)C(=O)OCC)CC=C)C